2-Amino-6-bromobenzo[d]thiazol-7-ol NC=1SC2=C(N1)C=CC(=C2O)Br